C(C)(C)(C)C1=CC(=NC=C1)C=1OC2=C(C1)C=C(C=C2)SCC(=O)O 2-((2-(4-(tert-butyl)pyridin-2-yl)benzofuran-5-yl)thio)acetic acid